N=1C=NN2C(=NC3=C(C21)C=NN3)N 7H-pyrazolo(4,3-e)(1,2,4)triazolo(1,5-c)pyrimidine-5-amine